C1(=CC=CC=2C3=CC=CC=C3CC12)COC(=O)NCCCC(=O)O 4-(fluorenylmethoxycarbonylamino)butyric acid